OB1C2=C(C=NO1)C=C(C=C2)C2=NC=CC=C2NC(C)C=2C=C(C=C1C(C(=C(OC21)N2CCCCC2)C)=O)C 8-(1-((2-(1-hydroxy-1H-benzo[d][1,2,6]oxazaborinin-6-yl)pyridin-3-yl)amino)ethyl)-3,6-dimethyl-2-(piperidin-1-yl)-4H-chromen-4-one